FC(S(=O)(=O)OC=1C2C3=C(C(N(C(C1)C2)C)=O)C=CC(=N3)OCC3=CC=CC=C3)(F)F 2-(benzyloxy)-6-methyl-5-oxo-5,6,7,10-tetrahydro-7,10-methanopyrido[3,2-c]azocin-9-yl trifluoromethanesulfonate